FC(S(=O)(=O)C=1C=C(C(=O)NCC2=NC=C3C=CC(=NC3=C2)C2=NC(=CC=C2)N2C[C@@H](NCC2)C(F)(F)F)C=CC1)F (R)-3-((difluoromethyl)sulfonyl)-N-((2-(6-(3-(trifluoromethyl)piperazin-1-yl)pyridin-2-yl)-1,6-naphthyridin-7-yl)methyl)benzamide